CC=1C(=NC(=NC1)NC1CCC(CC1)N)C1=CN=C2N1C=C(C=C2)NC=2C=NC=CC2 (1r,4r)-N1-(5-Methyl-4-(6-(pyridin-3-ylamino)imidazo[1,2-a]pyridin-3-yl)pyrimidin-2-yl)cyclohexane-1,4-diamine